1,2-dilauroyl-sn-glycero-3-phosphoryl-choline, sodium salt [Na+].C(CCCCCCCCCCC)(=O)OC[C@@H](OC(CCCCCCCCCCC)=O)COP(=O)(O)OCC[N+](C)(C)C